C(C)(C)(C)OC(=O)N[C@@H](C)C1=CC=C(C=C1)N1[C@@H](CCC1)C(=O)O (4-((S)-1-((tert-butoxycarbonyl)amino)ethyl)phenyl)-L-proline